5-(2-furyl)-uracil O1C(=CC=C1)C=1C(NC(NC1)=O)=O